C(C)C1N(C(SC1)C(C)C)CCCC 4-Ethyl-2-isopropyl-3-butyl-4,5-dihydro-thiazole